ClC1=C(C=CC(=C1)C(F)(F)F)C1C(NCC1)C=1C(=C(C(=O)NS(=O)(=O)C2=CC=CC=C2)C=CC1)F 3-(2-chloro-4-trifluoromethylphenyl)pyrrolidin-2-yl-2-fluoro-N-benzenesulfonylbenzamide